tin-lead-bismuth [Bi].[Pb].[Sn]